benzyl 4-bromo-1-methyl-pyrrole-2-carboxylate BrC=1C=C(N(C1)C)C(=O)OCC1=CC=CC=C1